5-(1-carboxyethyl)-2-(7,7-dimethyl-1,6-dioxooctahydro-2-benzofuran-3a-yl)cyclohexane-1-carboxylic acid C(=O)(O)C(C)C1CCC(C(C1)C(=O)O)C12C(C(OC1)=O)C(C(CC2)=O)(C)C